CC1(NC2=C3C(=C(C=C2)N=NC4=CC=C(C5=CC=CC=C54)N=NC6=CC=CC=C6)C=CC=C3N1)C The molecule is a member of the class of perimidines that is 2,2-dimethyl-2,3-dihydro-1H-perimidine carring a [4-(phenyldiazenyl)naphthalen-1-yl]diazenyl substituent at position 6. A fat-soluble dye predominantly used for demonstrating triglycerides in frozen sections and for staining of protein bound lipids in paraffin sections. It has a role as a histological dye. It is a member of azobenzenes, a bis(azo) compound and a member of perimidines.